6-(2,4-dimethylthiazol-5-yl)-2-((1-(4-fluorobenzyl)piperidin-4-yl)methyl)pyridazin-3(2H)-one CC=1SC(=C(N1)C)C=1C=CC(N(N1)CC1CCN(CC1)CC1=CC=C(C=C1)F)=O